CN(C(=O)C1CN(C1)C1=CC=CC=2OC3=CC=CC=C3C3(C12)OC(C1=CC=C(C=C13)C(=O)[O-])=O)C (3-(dimethylcarbamoyl)azetidin-1-yl)-3-oxo-3H-spiro[isobenzofuran-1,9'-xanthene]-6-carboxylate